Dibromobenzothiadiazole C1=CC(=C(C2=C1SN=N2)Br)Br